bis(2-hydroxyethoxy)-7,7'-bis(2-naphthyl)-1,1'-binaphthyl OCCOC=1C(=C(C2=CC(=CC=C2C1)C1=CC2=CC=CC=C2C=C1)C1=CC=CC2=CC=C(C=C12)C1=CC2=CC=CC=C2C=C1)OCCO